C[C@H]1N([C@H](CN(C1)C1=NC=C(N=C1)C(F)(F)F)C)C(=O)OC1CC2(CNC2)C1 2-azaspiro[3.3]heptan-6-yl (2R,6S)-2,6-dimethyl-4-[5-(trifluoromethyl)pyrazin-2-yl]piperazine-1-carboxylate